C(C)(C)(C)OC(=O)N1N=C(C=2C1=CN=CC2C2=C(C=C(C=C2F)N)OC(F)F)C=2C=NN(C2)C (4-amino-2-(difluoromethoxy)-6-fluorophenyl)-3-(1-methyl-1H-pyrazol-4-yl)-1H-pyrazolo[3,4-c]pyridine-1-carboxylic acid tert-butyl ester